Cl.C1N(CC12CCNCC2)C2=NC=NC=C2OC2=C(C(=O)N([C@H]1COCC1)C(C)C)C=C(C=C2)F (R)-2-((4-(2,7-diazaspiro[3.5]non-2-yl)pyrimidin-5-yl)oxy)-5-fluoro-N-isopropyl-N-(tetrahydrofuran-3-yl)benzamide hydrochloride